The molecule is a resin glycoside that is the tetrasaccharide derivative of jalapinolic acid. It has been isolated from Ipomoea batatas, It has a role as a metabolite. It is a cinnamate ester, a macrocyclic lactone, a resin glycoside, a tetrasaccharide derivative, a dodecanoate ester and a decanoate ester. It derives from a trans-cinnamic acid and a jalapinolic acid. CCCCCCCCCCCC(=O)O[C@H]1[C@@H](O[C@H]([C@@H]([C@@H]1O)OC(=O)/C=C/C2=CC=CC=C2)O[C@H]3[C@@H](O[C@H]([C@@H]([C@@H]3O)OC(=O)CCCCCCCCC)O[C@H]4[C@@H](O[C@@H]5[C@@H]([C@@H]4OC(=O)CCCCCCCCC[C@@H](O[C@H]6[C@H](O5)[C@H]([C@H]([C@H](O6)C)O)O)CCCCC)O)C)C)C